2-(2-fluoro-4-(pyrrolidin-2-yl)phenyl)-N-(tetrahydro-2H-pyran-4-yl)benzo[d]imidazo[2,1-b]thiazol-7-carboxamide hydrochloride Cl.FC1=C(C=CC(=C1)C1NCCC1)C=1N=C2SC3=C(N2C1)C=CC(=C3)C(=O)NC3CCOCC3